5-((5-chloro-4-fluoro-2,3-dihydro-1H-inden-2-yl)amino)pyridin ClC=1C(=C2CC(CC2=CC1)NC=1C=CC=NC1)F